(R)-tert-butyl 8-(3-(methoxymethyl)-4-methylpiperazin-1-yl)-7,10-dimethyl-5-oxo-4,5-dihydro-1H-chromeno[3,4-c]pyridine-3(2H)-carboxylate COC[C@H]1CN(CCN1C)C=1C=C(C2=C(C1C)OC(C=1CN(CCC12)C(=O)OC(C)(C)C)=O)C